OC[C@@H](C)NC1=NC(=CC(=C1)C=1C=C(C=CC1C)NC(=O)N1C[C@@H](CC1)CC(F)(F)F)C12CCOCC2C1 (3S)-N-[3-(2-[[(2R)-1-hydroxypropan-2-yl]amino]-6-[3-oxabicyclo[4.1.0]heptan-6-yl]pyridin-4-yl)-4-methylphenyl]-3-(2,2,2-trifluoroethyl)pyrrolidine-1-carboxamide